FC1(CC(C12CCC2)C(=O)O)F 3,3-difluorospiro[3.3]heptane-1-carboxylic acid